P(O)(O)N.OC1[C@H](N)[C@@H](O)[C@H](O)[C@H](O1)CO mono-Glucosamine phosphoramidite